Bis(phenylethynyl)anthracene C1=CC=C(C=C1)C#CC2=C(C3=CC4=CC=CC=C4C=C3C=C2)C#CC5=CC=CC=C5